2-(2-((2-(1-(2,2-difluoroethyl)-6,7-dihydro-1H-[1,4]dioxino[2',3':4,5]benzo[1,2-d]imidazol-2-yl)ethyl)amino)ethyl)-N-((3-fluoropyridin-2-yl)methyl)oxazole-4-carboxamide FC(CN1C(=NC2=C1C=C1C(=C2)OCCO1)CCNCCC=1OC=C(N1)C(=O)NCC1=NC=CC=C1F)F